CN1C=C(C=C(C1=O)C(=O)NC=1C(=C(C=CC1)C1=CC=CC=C1)C)CN1[C@@H](CCCC1)C(=O)O (2S)-1-[(1-methyl-5-{[(2-methylbiphenyl-3-yl)amino]carbonyl}-6-oxo-1,6-dihydropyridin-3-yl)methyl]piperidine-2-carboxylic acid